methyl 4-(1-methyl-4-(trifluoromethyl)-1H-imidazol-2-yl)-2-vinylbenzoate CN1C(=NC(=C1)C(F)(F)F)C1=CC(=C(C(=O)OC)C=C1)C=C